C(CCC)SC=CC1=CSC=C1 3-(2-(butylthio)vinyl)thiophene